CO\N=C(\N)/C1=CC=C2C=C(N(C2=C1)CC1=CC=CC2=CC=CC=C12)C(=O)OC methyl (E)-6-(N'-methoxycarbamimidoyl)-1-(naphthalen-1-ylmethyl)-1H-indole-2-carboxylate